(((3-(trifluoromethoxy)cyclopentyl)oxy)methyl)benzene FC(OC1CC(CC1)OCC1=CC=CC=C1)(F)F